gamma-glutamyl-felinine N[C@@H](CCC(=O)N[C@@H](CSC(C)(C)CCO)C(=O)O)C(=O)O